ClC=1C=CC(=C(C1)C1=C(N=NN1)C=1C=C2C=C(C=NC2=CC1)NCCN1CCN(CC1)C(C)C)F 6-[5-(5-chloro-2-fluoro-phenyl)-1H-triazol-4-yl]-N-[2-(4-isopropylpiperazin-1-yl)ethyl]quinolin-3-amine